4-(chloromethyl)-5-methyl-1,3-thiazole hydrochloride Cl.ClCC=1N=CSC1C